phenolate calcium salt [Ca+2].C1(=CC=CC=C1)[O-].C1(=CC=CC=C1)[O-]